FC1=C(C(=O)O)C=CC(=C1)B1OC(CO1)CCCCC 2-fluoro-4-(5-amyl-1,3,2-dioxaborolan-2-yl)benzoic acid